1-Phenyldihydroisochinoline C1(=CC=CC=C1)C1NC=CC2=CC=CC=C12